[1,2,4]triazolo[1,5-c]pyrrolo[3,2-e]pyrimidine N1=CNN2C=NC=3C(=C21)C=CN3